β-(3,5-Di-tert.butyl-4-hydroxyphenyl)propionic acid C(C)(C)(C)C=1C=C(C=C(C1O)C(C)(C)C)CCC(=O)O